C(C)(C)(C)OC(=O)N1CCC(CC1)NC=1C=C2C(=C(C=NC2=CC1)S(=O)(=O)N1CCOCC1)NC1=C(C(=O)O)C=CC=C1 2-[[6-[(1-tert-butoxycarbonyl-4-piperidyl)amino]-3-morpholinosulfonyl-4-quinolyl]amino]benzoic acid